ClC=1C(=NC2=CC(=C(N=C2C1N[C@H](C)C1=CC(=CC=C1)C(F)F)C=1C=NC(=CC1)P(=O)(C)C)F)C chloro-N-[(1R)-1-[3-(difluoromethyl)phenyl]ethyl]-6-[6-(dimethylphosphoryl)pyridin-3-yl]-7-fluoro-2-methyl-1,5-naphthyridin-4-amine